C(=O)(C1=CC=C(C=C1)C1=C(C(=O)N)C=CC=C1[N+](=O)[O-])C1=CC=C(C=C1)C1=C(C(=O)N)C=CC=C1[N+](=O)[O-] N'-(carbonylbis(4,1-phenylene))bis(3-nitrobenzamide)